2-amino-2-imidazo[1,5-a]pyrazin-1-yl-acetonitrile NC(C#N)C=1N=CN2C1C=NC=C2